1-(4-chloro-3-nitrophenyl)-5,5-difluoro-3-(trifluoromethyl)-4,5,6,7-tetrahydro-1H-indol-4-ol ClC1=C(C=C(C=C1)N1C=C(C=2C(C(CCC12)(F)F)O)C(F)(F)F)[N+](=O)[O-]